4-[5-(2,4-dimethoxyphenyl)-2,3-dihydro-1H-indol-1-yl]-2-methylquinazoline COC1=C(C=CC(=C1)OC)C=1C=C2CCN(C2=CC1)C1=NC(=NC2=CC=CC=C12)C